3-(3-chloro-6-methyl-2-(methylthio)-5-(trichloromethyl)phenyl)-4,5-dihydro-isoxazole ClC=1C(=C(C(=C(C1)C(Cl)(Cl)Cl)C)C1=NOCC1)SC